(3R)-1-(2-((1-((dimethylamino)methyl)cyclopropyl)methoxy)-7-(8-ethyl-7-fluoro-3-hydroxynaphthalen-1-yl)-6,8-difluoroquinazolin-4-yl)-3-methylpiperidin-3-ol CN(C)CC1(CC1)COC1=NC2=C(C(=C(C=C2C(=N1)N1C[C@@](CCC1)(O)C)F)C1=CC(=CC2=CC=C(C(=C12)CC)F)O)F